C(C1=CC=CC=C1)OC1=CC=C(C=C1)C(CCl)=O 1-[4-(benzyloxy)phenyl]-2-chloroethan-1-one